1-(4-{3-[(1r,3R,5S,7r)-3,5-dimethyladamantan-1-yl]ureido}benzoyl)piperidine-4-methanesulfonamide C[C@]12CC3(CC(C[C@@](C1)(C3)C)C2)NC(NC2=CC=C(C(=O)N3CCC(CC3)CS(=O)(=O)N)C=C2)=O